tert-butyl 4-(6-chloro-8-fluoro-7-(2-fluoro-6-((4-methoxybenzyl) oxy) phenyl)-3-nitroquinolin-4-yl)-5-(mercaptomethyl)-3,6-dihydropyridine-1(2H)-carboxylate ClC=1C=C2C(=C(C=NC2=C(C1C1=C(C=CC=C1OCC1=CC=C(C=C1)OC)F)F)[N+](=O)[O-])C=1CCN(CC1CS)C(=O)OC(C)(C)C